(4aR,8R,8aR)-8-(4-(3-fluorophenyl)-1H-1,2,3-triazol-1-yl)-2-phenyl-4,4a,8,8a-tetrahydropyrano[3,2-d][1,3]Dioxin-6-carboxylic acid methyl ester COC(=O)C1=C[C@H]([C@H]2OC(OC[C@H]2O1)C1=CC=CC=C1)N1N=NC(=C1)C1=CC(=CC=C1)F